N-valeryl-N-[[2'-(1H-tetrazole-5-yl)biphenyl-4-yl]methyl]-L-valine C(CCCC)(=O)N([C@@H](C(C)C)C(=O)O)CC1=CC=C(C=C1)C1=C(C=CC=C1)C1=NN=NN1